FC=1C=2N(C=C(C1)C1=CNC=3N=C(N=CC31)NC3C[C@@H]1[C@@H](CN(C1)C(C)=O)C3)C=CN2 1-((3aR,5r,6aS)-5-((5-(8-fluoroimidazo[1,2-a]pyridin-6-yl)-7H-pyrrolo[2,3-d]pyrimidin-2-yl)amino)hexahydrocyclopenta[c]pyrrol-2(1H)-yl)ethan-1-one